O1CCN(CC1)C1=CC=C(C=C1)NC=1N=CC2=C(N1)C(=CS2)C2=CC=C(C=C2)NS(=O)(=O)C N-(4-(2-(4-morpholinophenylamino)thieno[3,2-d]pyrimidin-7-yl)phenyl)methanesulfonamide